(2S,11aS)-8-(benzyloxy)-2-((tert-butyldimethylsilyl)oxy)-7-methoxy-1,2,3,10,11,11a-hexahydro-5H-benzo[e]pyrrolo[1,2-a][1,4]diazepin-5-one C(C1=CC=CC=C1)OC=1C(=CC2=C(NC[C@H]3N(C2=O)C[C@H](C3)O[Si](C)(C)C(C)(C)C)C1)OC